2-[6-[(Z)-2-[(tert-butyloxycarbonylamino)methyl]-3-fluoro-allyloxy]-1-oxo-3,4-dihydroisoquinoline-2-yl]acetic acid C(C)(C)(C)OC(=O)NC/C(/COC=1C=C2CCN(C(C2=CC1)=O)CC(=O)O)=C/F